SC1=C(C=CC=C1[Si](OCC)(OCC)OCC)C 2-mercaptotolyl-triethoxysilane